2,5-Di-methylpiperazin CC1NCC(NC1)C